titanium tetrakis(stearic acid) C(CCCCCCCCCCCCCCCCC)(=O)O.C(CCCCCCCCCCCCCCCCC)(=O)O.C(CCCCCCCCCCCCCCCCC)(=O)O.C(CCCCCCCCCCCCCCCCC)(=O)O.[Ti]